2-(6-Chloro-benzothiazol-2-ylamino)-1-ethyl-1H-benzoimidazole-5-carboxylic acid (2-ethoxy-ethyl)-amide C(C)OCCNC(=O)C1=CC2=C(N(C(=N2)NC=2SC3=C(N2)C=CC(=C3)Cl)CC)C=C1